FC(C(C(C(C(C(F)(F)F)(F)F)(F)F)(F)F)(F)F)(C=1C=C(C=C(C1)C(C(C(C(C(C(F)(F)F)(F)F)(F)F)(F)F)(F)F)(F)F)[B-](C1=CC(=CC(=C1)C(C(C(C(C(C(F)(F)F)(F)F)(F)F)(F)F)(F)F)(F)F)C(C(C(C(C(C(F)(F)F)(F)F)(F)F)(F)F)(F)F)(F)F)(C1=CC(=CC(=C1)C(C(C(C(C(C(F)(F)F)(F)F)(F)F)(F)F)(F)F)(F)F)C(C(C(C(C(C(F)(F)F)(F)F)(F)F)(F)F)(F)F)(F)F)C1=CC(=CC(=C1)C(C(C(C(C(C(F)(F)F)(F)F)(F)F)(F)F)(F)F)(F)F)C(C(C(C(C(C(F)(F)F)(F)F)(F)F)(F)F)(F)F)(F)F)F.FC(C(C(C(C(C(C(C(F)(F)F)(F)F)(F)F)(F)F)(F)F)(F)F)(F)F)(F)CCC[NH+](CCCC(C(C(C(C(C(C(C(F)(F)F)(F)F)(F)F)(F)F)(F)F)(F)F)(F)F)(F)F)CCCC(C(C(C(C(C(C(C(F)(F)F)(F)F)(F)F)(F)F)(F)F)(F)F)(F)F)(F)F tris[(perfluorooctyl)propyl]ammonium tetrakis[3,5-bis(perfluorohexyl)phenyl]borate